3-isopropyl-2-(2-methylpyridin-4-yl)-5-(piperidin-4-yl)-6-(trifluoromethyl)-1H-indole C(C)(C)C1=C(NC2=CC(=C(C=C12)C1CCNCC1)C(F)(F)F)C1=CC(=NC=C1)C